3-(2-oxabicyclo[2.2.2]octan-4-yl)propanoic acid C12OCC(CC1)(CC2)CCC(=O)O